N-(6-(4-(2,2-difluoroethyl)piperazin-1-yl)-2',3',5',6'-tetrahydro-3H-spiro[benzofuran-2,4'-pyran]-5-yl)-6-(methylamino)pyrazolo[1,5-a]pyrimidine-3-carboxamide FC(CN1CCN(CC1)C1=CC2=C(CC3(CCOCC3)O2)C=C1NC(=O)C=1C=NN2C1N=CC(=C2)NC)F